OC(C(=O)O)(CC)CSC1=CC=CC=C1 oxyl-2-[(phenylthio)methyl]butanoic acid